FC1=C(C(=C(C(=C1[B-](C1=C(C(=C(C(=C1F)F)F)F)F)(C1=C(C(=C(C(=C1F)F)F)F)F)C1=C(C(=C(C(=C1F)F)F)F)F)F)F)F)F.C[NH+](C)C Trimethylammonium tetrakis(pentafluorophenyl)borate